indazole-4-carbonitrile N1N=CC=2C(=CC=CC12)C#N